6-(2-fluorophenylsulfonyl)-2-((6-methoxypyridin-3-yl)methyl)phthalazin-1(2H)-one FC1=C(C=CC=C1)S(=O)(=O)C=1C=C2C=NN(C(C2=CC1)=O)CC=1C=NC(=CC1)OC